C(C)OC(=O)C1=NN(N=C1C1=CC=2CC3=CC(=CC=C3C2C=C1)N)COCC[Si](C)(C)C 5-(7-amino-9H-fluoren-2-yl)-2-((2-(trimethylsilyl)ethoxy)methyl)-2H-1,2,3-triazole-4-carboxylic acid ethyl ester